4-butoxy-2,3-difluorobromobenzene CCCCOC1=C(C(=C(C=C1)Br)F)F